(S)-1-(4-(((7-fluorobenzo[d]thiazol-2-yl)(2-(2-oxopyridin-1(2H)-yl)ethyl)amino)methyl)phenyl)pyrrolidine-3-carboxylic acid FC1=CC=CC=2N=C(SC21)N(CCN2C(C=CC=C2)=O)CC2=CC=C(C=C2)N2C[C@H](CC2)C(=O)O